p-Chloro-β-methylphenethylamine ClC1=CC=C(C(CN)C)C=C1